COC1=CC=C(CN2S(C=CC3=C2C=CC=C3)(=O)=O)C=C1 (4-methoxybenzyl)-1H-benzo[c][1,2]thiazine 2,2-dioxide